CS(=O)(=O)OCC1=C2C(=NC(=C1)N1[C@@H](COCC1)C)C(=NN2C)C2=NN(C=C2)C2OCCCC2 [1-Methyl-5-[(3R)-3-methylmorpholin-4-yl]-3-[1-(oxan-2-yl)-1H-pyrazol-3-yl]-1H-pyrazolo[4,3-b]pyridin-7-yl]methyl methanesulfonate